N5-((1R,5S,6r)-3-oxabicyclo[3.1.0]hexan-6-yl)-N7-methyl-3-(tetrahydro-2H-pyran-3-yl)-2,3-dihydrobenzofuran-5,7-dicarboxamide [C@H]12COC[C@@H]2C1NC(=O)C=1C=C(C2=C(C(CO2)C2COCCC2)C1)C(=O)NC